N1(CCCCC1)C(=O)C1=CC=C(C=C1)C1=CN=C(C2=C1N=C(N=C2)NC2CCC(CC2)OC)N (4-(5-amino-2-(((1R,4R)-4-methoxycyclohexyl)amino)pyrido[4,3-d]pyrimidin-8-yl)phenyl) (piperidin-1-yl) ketone